CC=1C=C(C=NC1)[C@H]1N(OCC1)C(=O)C1CCN(CC1)C1=CC(=NC=N1)C(=O)N (S)-6-(4-(3-(5-methylpyridin-3-yl)isoxazolidin-2-carbonyl)piperidin-1-yl)pyrimidine-4-carboxamide